FC=1C=C(C=NC1)C(CC(=O)OC)=O methyl 3-(5-fluoropyridin-3-yl)-3-oxopropanoate